N1CCOCC1.P(=O)(OCCCCCCCC)(OCCCCCCCC)O dioctyl phosphate morpholin salt